ClC=1C(=C(C=CC1)NC(=O)C1=CC(=CC=2NC(=NC21)NC)NC(=O)C2=C(C=CC=C2)C(F)(F)F)C N-(3-chloro-2-methylphenyl)-2-(methylamino)-6-({[2-(trifluoromethyl)phenyl]carbonyl}amino)-1H-benzoimidazole-4-carboxamide